NC=1C(=NOC1C1=CC=C(C(=N1)C)NC(=O)[C@@H]1[C@H](CCCC1)C(=O)OC(C)(C)C)C tert-butyl (1S,2S)-2-((6-(4-amino-3-methylisoxazol-5-yl)-2-methylpyridin-3-yl)carbamoyl)cyclohexane-1-carboxylate